C(C)OCC=1C=C2NC=3C=CC(=CC3C(C2=CC1)(C)C)CN1CCN(CC1)CCC(C)(O)C 4-(4-((6-(ethoxymethyl)-9,9-dimethyl-9,10-dihydroacridin-2-yl)methyl)piperazin-1-yl)-2-methylbutan-2-ol